(Z)-3-hexen-1-yl benzoate C(C1=CC=CC=C1)(=O)OCC\C=C/CC